N-(4-(2-chloro-5-fluorophenyl)-2-oxo-2,7-dihydro-1H-pyrrolo[2,3-d]pyrimidin-5-yl)-3-fluoro-5-(trifluoromethyl)benzamide ClC1=C(C=C(C=C1)F)C=1C2=C(NC(N1)=O)NC=C2NC(C2=CC(=CC(=C2)C(F)(F)F)F)=O